(2E)-3-(3,5-Dichlorophenyl)-N-(2-hydroxy-1-{3-[4-(trifluoromethyl)phenyl]-1,2,4-oxadiazol-5-yl}ethyl)prop-2-enamid ClC=1C=C(C=C(C1)Cl)/C=C/C(=O)NC(CO)C1=NC(=NO1)C1=CC=C(C=C1)C(F)(F)F